(3-(3,4-difluorophenyl)-2-methoxypyridin-4-yl)methanol FC=1C=C(C=CC1F)C=1C(=NC=CC1CO)OC